S1N=CC(=C1)NC1=CC=C(C(=N1)C(=O)NC1CCC2=CC(=CC=C12)C(F)(F)F)OC 6-(isothiazol-4-ylamino)-3-methoxy-N-[5-(trifluoromethyl)indan-1-yl]pyridine-2-carboxamide